BrC=1C=C(CC2=NNC(C3=CC(=CC=C23)C)=O)C=CC1F 4-(3-bromo-4-fluorobenzyl)-7-methylphthalazin-1(2H)-one